2-mercaptobenzoimidazole zinc salt [Zn].SC=1NC2=C(N1)C=CC=C2